BrC=1C(NN=CC1O[C@H](CO[C@@H]1C(N(CC1)C1CCN(CC1)C1=NC=C(N=C1)C(F)(F)F)=O)C)=O 4-bromo-5-(((S)-1-(((S)-2-oxo-1-(1-(5-(trifluoromethyl)pyrazin-2-yl)piperidin-4-yl)pyrrolidin-3-yl)oxy)propan-2-yl)oxy)pyridazin-3(2H)-one